isopropyl (S)-2-((R)-2-(1H-imidazol-2-yl)-2-methoxyacetamido)-6-diazo-5-oxohexanoate N1C(=NC=C1)[C@H](C(=O)N[C@H](C(=O)OC(C)C)CCC(C=[N+]=[N-])=O)OC